COC([C@@H](CCC1(CCC1)C)NC(=O)OC(C)(C)C)=O.NC=1N=C(SC1C(C1=CC(=C(C=C1)Cl)C(F)(F)F)=O)N(C1=CC=C(C=C1)F)C(C(=O)N)C (N-[4-amino-5-[4-chloro-3-(trifluoromethyl)benzoyl]thiazol-2-yl]-4-fluoro-anilino)propionamide methyl-(2R)-2-(tert-butoxycarbonylamino)-4-(1-methylcyclobutyl)butanoate